C(#N)C(CC(CC(C(=O)NCO)CC(CC)C1=CC=C(C=C1)C(\C=C\C1=CC=C(C=C1)N(C)C)=O)C(=O)NCOC)(C)C 4-(2-Cyano-2-methylpropyl)-2-[2-[4-[(E)-3-[4-(dimethylamino)phenyl]prop-2-enoyl]phenyl]butyl]-N-(hydroxymethyl)-N'-(methoxymethyl)pentanediamide